C(C)N1C2=NC(=NC(=C2N=C1C1=CC=NC=C1)N1CCOCC1)N1C(C(N(CC1)C)C1=NC=CC=C1)=O (9-ethyl-6-morpholino-8-(pyridin-4-yl)-9H-purin-2-yl)-4-methyl-3-(pyridin-2-yl)piperazin-2-one